OC1(CC=CCC1)C=O Hydroxy-3-Cyclohexenecarboxaldehyde